C(C)C(CC(C(=O)O)=C(C)N)C(C(=O)O)=C(C)N 1-ethyl-1,2-ethylenebis(3-amino-2-butenoic acid)